ethyl (1S,3aR,6aS)-2-((R)-5,5,5-trifluoro-2-((2,4,6-trifluorophenyl)amino)pentanoyl)octahydrocyclopenta[c]pyrrole-1-carboxylate FC(CC[C@H](C(=O)N1[C@@H]([C@@H]2[C@H](C1)CCC2)C(=O)OCC)NC2=C(C=C(C=C2F)F)F)(F)F